α,α,2-trifluoro-5-iodo-benzenepropanoic acid FC(C(=O)O)(CC1=C(C=CC(=C1)I)F)F